C(C)(C)(C)OC(=O)N1CCC2(CC1)[C@@H](C=1C(=NC=CC1)C2)N[S@](=O)C(C)(C)C (S)-5-((R)-tert-butylsulfinamido)-5,7-dihydrospiro[cyclopenta[b]pyridine-6,4'-piperidine]-1'-carboxylic acid tert-butyl ester